2,4,5-trimethoxypropenyl-benzene COC(=CC1=CC=C(C(=C1)OC)OC)C